C(CCC)C1=C(C(=O)O)C=CC(=C1)O.C(CCC)OC(=O)C1=CC=C(O)C=C1 butylparaben (Butyl 4-hydroxybenzoate)